tert-Butyl 3-(4-(benzyloxy)-7-(1,2,4-thiadiazol-5-yl)benzo[d]oxazol-2-yl)-3,8-diazabicyclo[3.2.1]octane-8-carboxylate C(C1=CC=CC=C1)OC1=CC=C(C2=C1N=C(O2)N2CC1CCC(C2)N1C(=O)OC(C)(C)C)C1=NC=NS1